COC1=CC=C(C=C1)NC=1C=CC=2C(C3=CC=CC=C3C2C1)(C)C N-(4-methoxyphenyl)-9,9-dimethyl-9H-fluorene-3-amine